2-(2-(8-(2-guanidinopyrimidine-5-carbonyloxy)imidazo[1,2-a]pyridin-5-yl)acetamido)succinic acid N(C(=N)N)C1=NC=C(C=N1)C(=O)OC=1C=2N(C(=CC1)CC(=O)NC(C(=O)O)CC(=O)O)C=CN2